Bis(cyclopentadienyl)-bis[2,6-difluoro-3-((2,2-dimethyl-3-ethoxypropanoylamino)methyl)phenyl]titanium C1(C=CC=C1)[Ti](C1=C(C(=CC=C1F)CNC(C(COCC)(C)C)=O)F)(C1=C(C(=CC=C1F)CNC(C(COCC)(C)C)=O)F)C1C=CC=C1